N(N)C1=C2N=CN(C2=NC=N1)CC1=CC=CC=C1 6-Hydrazino-9-benzyl-purine